BrC1=NN2C(NC=3CCCC4(C3C2=O)CCN(CC4)C(=O)OC(C)(C)C)=N1 tert-butyl 2'-bromo-9'-oxo-5',6',7',9'-tetrahydro-4'H-spiro[piperidine-4,8'-[1,2,4]triazolo[5,1-b]quinazoline]-1-carboxylate